1,6-bis[(1-aziridinyl)carbonylamino]hexaneN N1(CC1)C(=O)NC=CCCCCNC(=O)N1CC1